N-(3-(pyridin-4-yl)propyl)piperidin-4-amine N1=CC=C(C=C1)CCCNC1CCNCC1